C(\C=C\C(=O)O)(=O)O.NC[C@H]1[C@@H](CC1)CN Trans-1,2-diaminomethyl-cyclobutane fumarate